(3aR,11aS)-5-(3-bromo-4-nitrobenzyl)-6-chloro-10-methyl-1-(6-methyl-4-(trifluoromethyl)pyridin-2-yl)-1,3a,4,5,10,11a-hexahydro-2H-benzo[b]pyrrolo[2,3-f][1,4]diazocine-2,11(3H)-dione BrC=1C=C(CN2C3=C(N(C([C@@H]4[C@@H](C2)CC(N4C4=NC(=CC(=C4)C(F)(F)F)C)=O)=O)C)C=CC=C3Cl)C=CC1[N+](=O)[O-]